C(=O)(O)C(CCCCCC(CCCCCC1(CC1)C(=O)O)OC)(C)C 1-(12-carboxy-6-methoxy-12-methyltridecyl)cyclopropane-1-carboxylic acid